C(C)(C)(C)N(C(O)=O)C=1SC(=CN1)C(CN1CCOCC1)N1C(C=CC(=C1)Cl)=C=O tert-Butyl(5-(1-(5-chloro-2-carbonylpyridin-1(2H)-yl)-2-morpholinoethyl)thiazol-2-yl)carbamic acid